FC(F)[SiH2]C(C)C difluoromethyl(1-methylethyl)silane